(1S,3S)-3-((2-cyclopropyl-6-(1-methyl-5-((((4-nitrophenoxy)carbonyl)oxy)methyl)-1H-1,2,3-Triazol-4-yl)pyridin-3-yl)oxy)cyclohexane-1-carboxylic acid methyl ester COC(=O)[C@@H]1C[C@H](CCC1)OC=1C(=NC(=CC1)C=1N=NN(C1COC(=O)OC1=CC=C(C=C1)[N+](=O)[O-])C)C1CC1